2-chloro-5-[6-(2,2,2-trifluoroethoxy)-3-pyridinyl]pyrazine ClC1=NC=C(N=C1)C=1C=NC(=CC1)OCC(F)(F)F